ClC1=CN=C2N1N=C(C=C2)C2=CNC=1N=C(N=CC12)NCC(C)(C)C 5-(3-chloroimidazo[1,2-b]pyridazin-6-yl)-N-neopentyl-7H-pyrrolo[2,3-d]pyrimidin-2-amine